C(C)(C)C=1N=C(C(=NC1)N)OC isopropyl-3-methoxypyrazin-2-amine